(6aR,9R)-7-allyl-N-((R)-sec-butyl)-4,6,6a,7,8,9-hexahydroindolo[4,3-fg]quinoline-9-carboxamide C(C=C)N1C[C@@H](C=C2C3=C4C(C[C@@H]12)=CNC4=CC=C3)C(=O)N[C@H](C)CC